methyl 3-(4-(((tert-butoxycarbonyl) amino) methyl) pyridin-2-yl)-5-methylbenzoate C(C)(C)(C)OC(=O)NCC1=CC(=NC=C1)C=1C=C(C(=O)OC)C=C(C1)C